5-[3-[4-(4-aminophenyl)piperazin-1-yl]-8-azaspiro[4.5]decan-8-yl]-2-(2,6-dioxo-3-piperidyl)isoindoline-1,3-dione NC1=CC=C(C=C1)N1CCN(CC1)C1CCC2(C1)CCN(CC2)C=2C=C1C(N(C(C1=CC2)=O)C2C(NC(CC2)=O)=O)=O